(S)-3-(1-(1,3,4-thiadiazol-2-yl)cyclopropyl)-6-(1-amino-1,3-dihydrospiro[indene-2,4'-piperidin]-1'-yl)-1,5-dihydro-4H-pyrazolo[3,4-d]pyrimidin-4-one S1C(=NN=C1)C1(CC1)C1=NNC=2N=C(NC(C21)=O)N2CCC1(CC2)[C@@H](C2=CC=CC=C2C1)N